C(C)OC1=CC=C(C=C1)C=C[N+](=O)[O-] 1-ethoxy-4-(2-nitrovinyl)benzene